BrC1=CC=C(S1)C1=C2C(=C(S1)C=1SC(=CC1)Br)C(C=1C(=C(SC1CC(CCCC)CC)CC(CCCC)CC)C2=O)=O 1,3-bis(5-bromothiophen-2-yl)-5,7-bis(2-ethylhexyl)benzo[1,2-c:4,5-c']dithiophene-4,8-dione